CC1=CC=C(C=C(C=C=CC2=CC=C(C=C2)C)C(O)[C@H](O)[C@@H](O)[C@H](O)[C@H](O)CO)C=C1 di(p-methyl-benzylidene)allyl-sorbitol